CC[Mg]Br 2-Ethyl-magnesium bromide